O1-ethyl O3-(1-methyl-2-oxo-2-phenyl-ethyl) 2-(dicyclopropylmethyl)propanedioate C1(CC1)C(C(C(=O)OCC)C(=O)OC(C(C1=CC=CC=C1)=O)C)C1CC1